NCC(C1=CC=C(C=C1)OC)C1(CCCCC1)O 1-(2-amino-1-(4-methoxyphenyl)ethyl)cyclohexanol